C(CCCCCCCCCCC)OS(=O)(=O)CCC[NH+](C)C dodecyl-N,N-dimethyl-3-ammonio-1-propanesulfonate